ClC=1C(=C(C=CC1)C(C)=O)C 1-(3-chloro-2-methylphenyl)ethane-1-one